OCCN(C(CCCCC(=O)N(CCO)CCO)=O)CCO N1,N1,N6,N6-Tetrakis(2-hydroxyethyl)-adipamide